FC(C(=O)[O-])(F)F.NC(CN1CCC(CC1)C=1C=C2C(=C(NC2=CC1)C=1C(=C(C=2N(C1)N=C[N+]2COP(=O)(O)O)C)C)C(C)C)=O 6-(5-(1-(2-amino-2-oxoethyl)piperidin-4-yl)-3-isopropyl-1H-indol-2-yl)-7,8-dimethyl-1-((phosphonooxy)methyl)-[1,2,4]triazolo[1,5-a]pyridin-1-ium trifluoroacetate